NC1=NC=CN=C1C=1C=NC=C(C1)F 2-amino-(5-fluoropyridin-3-yl)pyrazine